C(C#CC)N1C[C@H](C[C@@H]1COC)N1N=C(C(=C1NC)C(=O)N)C#CC1=C(C2=C(N(C=N2)C2CC2)C=C1F)F 1-[(3s,5r)-1-(but-2-ynyl)-5-(methoxymethyl)pyrrolidin-3-yl]-3-[2-(1-cyclopropyl-4,6-difluoro-1,3-benzodiazol-5-yl)ethynyl]-5-(methylamino)pyrazole-4-carboxamide